TERT-BUTYL (S)-2-((2S,3R)-1-AMINO-3-HYDROXY-1-OXOBUTAN-2-YL)-1-OXO-2,5-DIAZASPIRO[3.4]OCTANE-5-CARBOXYLAT NC([C@H]([C@@H](C)O)N1C([C@]2(C1)N(CCC2)C(=O)OC(C)(C)C)=O)=O